[NH4+].[NH4+].N(N=C1SC2=C(N1CC)C=CC(=C2)S(=O)(=O)[O-])=C2SC1=C(N2CC)C=CC(=C1)S(=O)(=O)[O-] 2,2'-azino-bis(3-ethylbenzothiazole-6-sulfonic acid) diammonium salt